3-(5-(1-benzyl-1H-pyrazol-3-yl)-1-oxoisoindolin-2-yl)piperidine-2,6-dione C(C1=CC=CC=C1)N1N=C(C=C1)C=1C=C2CN(C(C2=CC1)=O)C1C(NC(CC1)=O)=O